P(=O)(O)(O)O.C(C)P(SCCC[Si](OCC)(OCC)OCC)(OCCC[Si](OCC)(OCC)OCC)=S bis-(3-triethoxysilyl-1-propyl) ethyldithiophosphonate (phosphate)